L-homoalanin-4-yl-(methyl)phosphinic acid N[C@@H](CCP(O)(=O)C)C(=O)O